CNC1[C@@H](CCCC1)NC (2R)-N1,N2-dimethylcyclohexane-1,2-diamine